2-cyclohexyl-2-(3-fluoro-3-isobutyl-5-methylhexyl)-1,3-dimethoxypropane C1(CCCCC1)C(COC)(COC)CCC(CC(C)C)(CC(C)C)F